N,N-diethyl-4-isopropylbenzene-1,3-diamine C(C)N(C1=CC(=C(C=C1)C(C)C)N)CC